6-bromo-3,3-dimethyl-2,3-dihydrofuro[3,2-b]pyridin-5-amine BrC=1C=C2C(=NC1N)C(CO2)(C)C